N1C=NC2=NC=CC=C21 1H-imidazo[4,5-B]pyridin